(S or R)-3,4,4-trimethyltetrahydrofuran C[C@@H]1COCC1(C)C |o1:1|